3-(Azidomethyl)azetidine-1-carboxylic acid tert-butyl ester C(C)(C)(C)OC(=O)N1CC(C1)CN=[N+]=[N-]